5-[4-[3-(azetidin-3-ylmethyl)azetidin-1-yl]phenoxy]-6-bromo-1-methyl-indan-1-ol N1CC(C1)CC1CN(C1)C1=CC=C(OC=2C=C3CCC(C3=CC2Br)(O)C)C=C1